Cl.N1(CCCCC1)C1CCN(CC1)C(=O)OC1=CC=2CN(CCC2S1)[C@H](C(=O)OC)C1=C(C=CC=C1)Cl (S)-5-(1-(2-chlorophenyl)-2-methoxy-2-oxoethyl)-4,5,6,7-tetrahydrothieno[3,2-c]pyridin-2-yl [1,4'-bipiperidine]-1'-carboxylate hydrochloride